Cl.C(CCC)C=1C=CC(=NC1)C(=O)NNC(=O)C1=CSC=C1 5-butyl-N'-(thiophene-3-carbonyl)picolinohydrazide hydrogen chloride